The molecule is a 6-isopentenylaminopurine in which has the isopentenyl double bond is located between the 2 and 3 positions of the isopentenyl group. It has a role as a cytokinin. CC(=CCNC1=NC=NC2=C1NC=N2)C